C(C)(C)(C)OCC1=CC=C(C=C1)C1=CC=C2C(C(COC2=C1)(C)C)NC(O[C@@H]1CN2CCC1CC2)=O (S)-quinuclidin-3-yl (7-(4-(tert-butoxymethyl)phenyl)-3,3-dimethylchroman-4-yl)carbamate